C(\C=C/C(=O)O)(=O)O.ClC=1C=C(C=CC1OCC1=NC=CC=C1)NC1=NC2=CC(=C(C=C2C=C1C#N)C(C=CC(=O)N)N(C)C)OCC 4-(3-chloro-4-(pyridin-2-ylmethoxy)phenylamino-3-cyano-7-ethoxyquinolin-6-yl)-4-(dimethylamino)but-2-enamide maleate